ClC=1C=C(C=CC1F)NC(N(C)C(C)C1=CNC(C2=C(C=C(C=C12)F)F)=O)=O (3-Chloro-4-fluorophenyl)-1-(1-(6,8-difluoro-1-oxo-1,2-dihydroisoquinolin-4-yl)ethyl)-1-methylurea